C(CC)OC(C#CC)(O)O monopropoxybutynediol